OC(CCCCCCCC(=O)O)C(CCC(CCCCC)O)O 9,10,13-Trihydroxystearic acid